C1(CC1)N1C=C(C(C2=CC(=C(C=C12)N1C[C@@H](CC1)O)F)=O)CN(CC1=CC(=NC=C1)C)[C@@H]1CN(CCC1)C=1C=NC(=CC1)C 1-cyclopropyl-6-fluoro-7-[(3R)-3-hydroxypyrrolidin-1-yl]-3-({[(3S)-1-(6-methylpyridin-3-yl)piperidin-3-yl][(2-methylpyridin-4-yl)methyl]amino}methyl)-1,4-dihydroquinolin-4-one